(3S)-3-AMINO-4-METHYLHEXANOIC ACID N[C@@H](CC(=O)O)C(CC)C